[1-(cyclopropylmethyl)cyclopropyl]methyl N-{[2-(2,6-dioxopiperidin-3-yl)-3-oxo-2,3-dihydro-1H-isoindol-5-yl]methyl}carbamate O=C1NC(CCC1N1CC2=CC=C(C=C2C1=O)CNC(OCC1(CC1)CC1CC1)=O)=O